1-(4-hydroxyphenyl)propane OC1=CC=C(C=C1)CCC